NC1=C2N=CN(C2=NC=N1)C[C@@H](C)OCP(OCCOCCCCCCCCCCC#CC1=CC=C(C=C1)C(F)(F)F)(O)=O 2-((12-(4-(trifluoromethyl)phenyl)dodec-11-yn-1-yl)oxy)ethyl hydrogen ((((R)-1-(6-amino-9H-purin-9-yl)propan-2-yl)oxy)methyl)phosphonate